[1-[[4-(azetidin-3-yl)-2,6-dimethyl-phenyl] methyl]-4-methyl-4-piperidinyl] acetate C(C)(=O)OC1(CCN(CC1)CC1=C(C=C(C=C1C)C1CNC1)C)C